CC1=CN=C(S1)C=1C=C(OC[C@H]2N(CCC2)C(=O)OC(C)(C)C)C=C(C1)C(N[C@H](C)C=1C=NC(=NC1)C(F)(F)F)=O Tert-butyl (2S)-2-{[3-(5-methyl-1,3-thiazol-2-yl)-5-({(1R)-1-[2-(trifluoromethyl)pyrimidin-5-yl]ethyl}carbamoyl)phenoxy] methyl}pyrrolidine-1-carboxylate